C1N(CC12CCC2)S(=O)(=O)NC(=O)C2=C(C=C(C(=O)O)C=C2)OC 4-((2-azaspiro[3.3]heptan-2-ylsulfonyl)carbamoyl)-3-methoxybenzoic acid